BrC=1C(=NC(=C(C1)OCC1CC1)C)NC1=C(C(=CC=C1C)OCC1=CC=C(C=C1)OC)C 3-Bromo-5-(cyclopropylmethoxy)-N-(3-((4-methoxybenzyl)oxy)-2,6-dimethylphenyl)-6-methylpyridin-2-amine